[4-[2-[tert-Butyl(dimethyl) silyl]oxyethoxy] phenyl] methylmethanesulfonate CCS(=O)(=O)OC1=CC=C(C=C1)OCCO[Si](C)(C)C(C)(C)C